methoxyl-phenylboronic acid O(C)C1=C(C=CC=C1)B(O)O